N-(2-cyclopropyl-3-(2,4-difluorophenyl)propyl)-6-oxo-1,6-dihydropyrazine-2-carboxamide C1(CC1)C(CNC(=O)C=1NC(C=NC1)=O)CC1=C(C=C(C=C1)F)F